FC1(CN(C1)C(CN1N=CC2=NC=C(C=C21)C2=C(C=C(C=C2)F)OC)=O)F 1-(3,3-Difluoroazetidin-1-yl)-2-[6-(4-fluoro-2-methoxy-phenyl)pyrazolo[4,3-b]pyridin-1-yl]ethanone